ClC=1N=CC2=C(N1)SC(=C2)C2[C@H]1CN(C[C@@H]21)C(=O)OC(C)(C)C tert-butyl (1R,5S,6s)-6-(2-chlorothieno[2,3-d]pyrimidin-6-yl)-3-azabicyclo[3.1.0]hexane-3-carboxylate